ON1C(C(CC1=O)S(=O)(=O)O)=O N-hydroxy-sulfo-succinimide